FC(C1=CC=C(C=C1)NCC=1N=NN(C1)C1=C(C(=O)N)C=C(C(=C1)OC)OC)(F)F 2-[4-[[[4-(trifluoromethyl)phenyl]amino]methyl]-1H-1,2,3-triazol-1-yl]-4,5-dimethoxybenzamide